ClC=1C=C(C(=[N+](C1)[O-])C)C1=CC=C(C=C1)NC([C@@H](NC(=O)C1=CC=NN1C)C1CCCCC1)=O (S)-5-chloro-3-(4-(2-cyclohexyl-2-(1-methyl-1H-pyrazole-5-carboxamido)acetamido)phenyl)-2-methylpyridine 1-oxide